O1CCCOC12CCCCC2 1,5-dioxaspiro[5.5]undecane